(S)-3-(7-chloro-1,2,3,4-tetrahydroisoquinolin-5-yl)morpholine-4-carboxylic acid tert-butyl ester C(C)(C)(C)OC(=O)N1[C@H](COCC1)C1=C2CCNCC2=CC(=C1)Cl